NCC1=NNC(C2=C(C=C(C=C12)C=1C=NN(C1C1=C(C(=C2C=C(C=NC2=C1C#N)Cl)C)F)C)C)=O (P)-7-(4-(4-(aminomethyl)-8-methyl-1-oxo-1,2-dihydrophthalazin-6-yl)-1-methyl-1H-pyrazol-5-yl)-3-chloro-6-fluoro-5-methylquinoline-8-carbonitrile